COCCC(=O)C1C(C2=CC=C(C=C2C1=O)C(=O)C=1C=C2C(C(C(C2=CC1)=O)C(CCOC)=O)=O)=O 2-(3-methoxypropanoyl)-5-[2-(3-methoxypropanoyl)-1,3-dioxo-2,3-dihydro-1H-indene-5-carbonyl]-2,3-dihydro-1H-indene-1,3-dione